dodecyl-vinylether C(CCCCCCCCCCC)OC=C